COC(C(C)(C)S(=O)(=O)N1CCC(CC1)C(=O)O)=O 1-((1-Methoxy-2-methyl-1-oxopropan-2-yl)sulfonyl)piperidine-4-carboxylic Acid